FC(C=1C=C(C=CC1F)NC(N(C)[C@H]1COCC=2N=C(C=3C=C(C(=CC3C21)F)F)NCCNC(OCC2=CC=CC=C2)=O)=O)F |r| Racemic-benzyl (2-((1-(3-(3-(difluoromethyl)-4-fluorophenyl)-1-methylureido)-8,9-difluoro-1,4-dihydro-2H-pyrano[3,4-c]isoquinolin-6-yl)amino)ethyl)carbamate